FC=1C=2OCC(N3C=C(C(C(=CC1F)C32)=O)CN[C@@H]3CN(CC3)C=3C=NC(=CC3)[N+](=O)[O-])C 6,7-difluoro-2-methyl-11-[[[(3S)-1-(6-nitro-3-pyridyl)pyrrolidin-3-yl]amino]methyl]-4-oxa-1-azatricyclo[7.3.1.05,13]trideca-5(13),6,8,11-tetraen-10-one